3-({2H,3H,6H,7H,8H,9H-naphtho[1,2-b]furan-6-ylmethyl}amino)pyridine-4-carboxylic acid O1C2=C(CC1)C=CC=1C(CCCC12)CNC=1C=NC=CC1C(=O)O